COCCOCCOCCOCCOCCOCCOCCOCCOCCOCCOCCOCCOCCOCCOCCOCCOCCOCCOCCOCCOCCOCCNC=1C(C(C1NCCCCCCCC\C=C/CCCCCCCCC)=O)=O (Z)-3-((2,5,8,11,14,17,20,23,26,29,32,35,38,41,44,47,50,53,56,59,62,65-docosaoxaheptahexacontan-67-yl)amino)-4-(nonadec-9-en-1-ylamino)cyclobut-3-ene-1,2-dione